FC=1C=C2C=C(NC2=CC1)C(=O)N 5-fluoro-1H-indole-2-carboxamide